5-(3-(2-(pyridin-2-yl)ethynyl)phenoxy)-1H-1,2,3-triazole-4-carboxylic acid N1=C(C=CC=C1)C#CC=1C=C(OC2=C(N=NN2)C(=O)O)C=CC1